ClC=1C=CC(=NC1)OC1=C(C=C(C=C1)NC(=O)C1C(CC1OC)(C(=O)N)C)C ((4-((5-chloropyridin-2-yl)oxy)3-methylphenyl)carbamoyl)-3-methoxy-1-methylcyclobutane-1-carboxamide